C(C)(C)(C)OC(=O)N1CCC(C=C1OP(=O)(OC1=CC=CC=C1)OC1=CC=CC=C1)C 6-diphenoxyphosphoryloxy-4-methyl-3,4-dihydro-2H-pyridine-1-carboxylic acid tert-butyl ester